4-(4-{[2-(1,3-dimethyl-1H-pyrazol-4-yl)-4-fluoropyrrolidin-1-yl]methyl}phenoxy)benzamide CN1N=C(C(=C1)C1N(CC(C1)F)CC1=CC=C(OC2=CC=C(C(=O)N)C=C2)C=C1)C